[2-[(3-methyl-5,6,7,8-tetrahydroimidazo[1,2-a]pyridin-7-yl)methoxy]-4-pyridyl]methanamine CC1=CN=C2N1CCC(C2)COC2=NC=CC(=C2)CN